ClC1=CC(=C(N)C=C1C#CC1(CC1)C)F 4-Chloro-2-fluoro-5-((1-methylcyclopropyl)ethynyl)aniline